methyl 6-(1-(4-fluorophenyl)vinyl)-5-((2-(pyrrolidin-1-yl)ethyl)amino)pyrazine-2-carboxylate FC1=CC=C(C=C1)C(=C)C1=C(N=CC(=N1)C(=O)OC)NCCN1CCCC1